acetic acid, magnesium salt [Mg+2].C(C)(=O)[O-].C(C)(=O)[O-]